1,8-diazabicyclo[5.3.0]-7-decene N12CCCCCC2=NCC1